COC1=CC=C(C=C1)C(\C=C\C(=O)N1CCNCC1)=O (E)-1-(4-methoxyphenyl)-4-(piperazin-1-yl)but-2-ene-1,4-dione